FC(C=1C=C(C=CC1)N1C(C2=CC=CC=C2C1C(C)(OC)C)=O)(F)F N-(3-trifluoromethylphenyl)-3-(1-methyl-1-methoxyethyl)-1-isoindolinone